cis-1,3-pentadiene C=C\C=C/C